ClC1=CC=C(C=C1)C=1C(=NN2C1N=C(N(C2=O)CC2=CC=C(C=C2)OC)SCC2=CC=C(C=C2)OC)C=O 8-(4-chlorophenyl)-3-[(4-methoxyphenyl)methyl]-2-{[(4-methoxyphenyl)methyl]sulfanyl}-4-oxopyrazolo[1,5-a][1,3,5]triazine-7-carbaldehyde